rac-benzyl ((2S,3R,4R)-1-acetyl-2-isopropyl-3-methyl-1,2,3,4-tetrahydroquinolin-4-yl)carbamate C(C)(=O)N1[C@H]([C@@H]([C@H](C2=CC=CC=C12)NC(OCC1=CC=CC=C1)=O)C)C(C)C |r|